ClC=1C=CC(=C(C1)C1=CC2=C(OCCN2C2=CC(=NC=C2)C(C(=O)N)COC)C=N1)F 4-[7-(5-chloro-2-fluorophenyl)-1H,2H,3H-pyrido[3,4-b][1,4]oxazin-1-yl]pyridin-2-yl-3-methoxypropanamide